C=1N=CN2C1C1=CC=CC=C1C2C2C(CN(CC2)C2COC2)O 4-(5H-Imidazo[5,1-a]isoindol-5-yl)-1-(oxetan-3-yl)piperidin-3-ol